(R)-3-acetylaminopyrrolidine-1-carboxylic acid tert-butyl ester C(C)(C)(C)OC(=O)N1C[C@@H](CC1)NC(C)=O